C(CCCCCC)OC(=O)N(C(CCCCCCCCC(=O)OCC(CCCCCC)CCCC)CCCCCCCCC(=O)OCC(CCCCCC)CCCC)CC1CCN(CC1)C bis(2-butyloctyl) 10-[heptoxycarbonyl-[(1-methyl-4-piperidyl)methyl]amino]nonadecanedioate